C(C(=O)O)(=O)O.N[C@@H](CC1=CNC2=CC=CC=C12)CO L-tryptophanol oxalate